calcium di-sodium salt [Na].[Na].[Ca]